C1CC12CCN(CC2)C(C)C2=CC(=C1CN(C(C1=C2)=O)C2=CC(=CC=C2)C2(COC2)CC2=NN=CN2C)C(F)(F)F 6-(1-(6-azaspiro[2.5]octan-6-yl)ethyl)-2-(3-(3-((4-methyl-4H-1,2,4-triazol-3-yl)methyl)oxetan-3-yl)phenyl)-4-(trifluoromethyl)isoindolin-1-one